5-(3-chloro-5-(1-chloroethyl)-6-ethoxy-2-fluorophenyl)-2-(trifluoromethyl)pyridine trisodium 2-(4-sulfophenylazo)-1,8-dihydroxynaphthalene-3,6-disulfonate S(=O)(=O)(O)C1=CC=C(C=C1)N=NC1=C(C2=C(C=C(C=C2C=C1S(=O)(=O)[O-])S(=O)(=O)[O-])O)O.[Na+].[Na+].[Na+].ClC=1C(=C(C(=C(C1)C(C)Cl)OCC)C=1C=CC(=NC1)C(F)(F)F)F